7-methyl-2,7-diazaspiro[3.5]nonane dihydrochloride Cl.Cl.CN1CCC2(CNC2)CC1